NC1=NNC2=CC=C(C=C12)C1=CC(=NC=C1)NC(CC1=NC=CC=C1)=O N-(4-(3-Amino-1H-indazol-5-yl)pyridin-2-yl)-2-(2-pyridyl)acetamide